C(C)(C)(C)OC(=O)N1CC2(C1)CN(CC2)C2=NC(=C(C(=C2C#N)CC)C#N)S 6-(3,5-dicyano-4-ethyl-6-mercaptopyridin-2-yl)-2,6-diazaspiro[3.4]octane-2-carboxylic acid tert-butyl ester